NC1=C2C(=NC=N1)N(N=C2C2=CC(=C(C=C2)NC(=O)NC2=CC(=NO2)C2(CC2)C(F)(F)F)F)CCOC 1-(4-(4-amino-1-(2-methoxyethyl)-1H-pyrazolo[3,4-d]pyrimidin-3-yl)-2-fluorophenyl)-3-(3-(1-(trifluoromethyl)cyclopropyl)isoxazol-5-yl)urea